NC1=NC=CC(=N1)C(=O)NC=1C(=C(C=CC1)C=1C(=C(C=CC1)C1=CC(=C(C(=C1)OC)CN1CC(C1)C(=O)O)F)C)C 1-((3''-(2-aminopyrimidine-4-carboxamido)-3-fluoro-5-methoxy-2',2''-dimethyl-[1,1':3',1''-terphenyl]-4-yl)methyl)azetidine-3-carboxylic acid